2-Ethyl-5-methoxy-N,N-dimethyltryptamine C(C)C1=C(CCN(C)C)C2=CC(=CC=C2N1)OC